NC1=NC=CC2=C1C(=CN2C2CC2)C2=CC=C(C=1N2C=CN1)NC(=O)NC1=NOC(=C1)C1(CC1)C(F)(F)F 1-(5-(4-amino-1-cyclopropyl-1H-pyrrolo[3,2-c]pyridin-3-yl)imidazo[1,2-a]pyridin-8-yl)-3-(5-(1-(trifluoromethyl)-cyclopropyl)isoxazol-3-yl)urea